CC1(CN(CCO1)C(=O)OC(C)(C)C)C(=O)N1CCN(CC1)C1=NC=C(C=N1)C(F)(F)F tert-Butyl 2-methyl-2-(4-(5-(trifluoromethyl)pyrimidin-2-yl)piperazine-1-carbonyl)morpholine-4-carboxylate